C(C)(=O)N(C=1S(C2=C(C1C(=O)NC)C=CC(=C2)O)Cl)CC2=CC=CC=C2 2-[acetyl(benzyl)amino]-1-chloro-6-hydroxy-N-methyl-1-benzothiophene-3-carboxamide